NC(=O)OCC Anti-urethane